2-(2-((7-(2-(aminomethyl)pyridin-4-yl)-3-fluorobenzofuran-5-yl)methoxy)phenyl)acetic acid NCC1=NC=CC(=C1)C1=CC(=CC=2C(=COC21)F)COC2=C(C=CC=C2)CC(=O)O